4-((4-(3-(Methylamino)propoxy)pyridin-3-yl)amino)-N-(4-(4-methylpiperazin-1-yl)phenyl)-2-oxo-1,2-dihydropyridine-3-carboxamide CNCCCOC1=C(C=NC=C1)NC1=C(C(NC=C1)=O)C(=O)NC1=CC=C(C=C1)N1CCN(CC1)C